1,1-dibromo-2,2-bistrifluoromethylethylene BrC(=C(C(F)(F)F)C(F)(F)F)Br